(-)-6-(difluoromethyl-d)-8-((1R,2R)-2-hydroxy-2-methylcyclopentyl)-2-((1-(methylsulfonyl)piperidin-4-yl-4-d)amino)pyrido[2,3-d]pyrimidin-7(8H)-one FC(C1=CC2=C(N=C(N=C2)NC2(CCN(CC2)S(=O)(=O)C)[2H])N(C1=O)[C@H]1[C@](CCC1)(C)O)([2H])F